The molecule is a galactonic acid compound having L-configuration. It has a role as an Escherichia coli metabolite. It is a conjugate acid of a L-galactonate. It is an enantiomer of a D-galactonic acid. C([C@@H]([C@H]([C@H]([C@@H](C(=O)O)O)O)O)O)O